1,3-Buta-dien C=CC=C